tert-Butyl 2-[1-[2-(1H-indol-6-yl)-6-methyl-4-oxo-chromen-8-yl]ethylamino]benzoate N1C=CC2=CC=C(C=C12)C=1OC2=C(C=C(C=C2C(C1)=O)C)C(C)NC1=C(C(=O)OC(C)(C)C)C=CC=C1